(S)-tert-butyl (1-(2-(3-amino-3-oxo-propyl)hydrazinyl)-3-cyclohexyl-1-oxo-propan-2-yl)carbamate NC(CCNNC([C@H](CC1CCCCC1)NC(OC(C)(C)C)=O)=O)=O